2-Ethylsulfanyl-N-[[3-(methoxymethyl)-phenyl]methyl]-4-methyl-6-morpholin-4-yl-pyridine-3-carboxylic acid amide C(C)SC1=NC(=CC(=C1C(=O)NCC1=CC(=CC=C1)COC)C)N1CCOCC1